[3-(N-phenyl-N-propylamino)pentyl]Trimethoxysilane C1(=CC=CC=C1)N(CCC)C(CC[Si](OC)(OC)OC)CC